(S)-6-(1-amino-1,3-dihydro-spiro[inden-2,4'-piperidin]-1'-yl)-3-(1-(2-(hydroxymethyl)pyridin-3-yl)vinyl)-1,5-dihydro-4H-pyrazolo[3,4-d]pyrimidin-4-one N[C@@H]1C2=CC=CC=C2CC12CCN(CC2)C=2NC(C1=C(N2)NN=C1C(=C)C=1C(=NC=CC1)CO)=O